C(C#C)OC1=CC=C(C[C@H](N)C(=O)O)C=C1 p-(propargyloxy)phenylalanine